2-(2-methoxyethoxy)ethanethiol COCCOCCS